2-(3-(5-formylindol-1-yl)-1,2,4-oxadiazol-5-yl)-5-isopropoxybenzonitrile C(=O)C=1C=C2C=CN(C2=CC1)C1=NOC(=N1)C1=C(C#N)C=C(C=C1)OC(C)C